BrC1=CN=C(S1)C1CCC(CC1)N 4-(5-bromothiazol-2-yl)cyclohexylamine